N1N=CC(=C1)C=1C=C(C=CC1)N1N=C(C=C1C1=CC(=C(C#N)C=C1)F)NC[C@@H]1C[C@H](CCC1)N 4-(1-(3-(1H-pyrazol-4-yl)phenyl)-3-((((1S,3S)-3-aminocyclohexyl)methyl)amino)-1H-pyrazol-5-yl)-2-fluorobenzonitrile